ClC1=NC(=C2C(=N1)N(N=C2)[C@H]2[C@@H]([C@@H]([C@H](O2)COP(=O)(O)CP(O)(O)=O)O)O)N(C)C2CCCC2 [({[(2R,3S,4R,5R)-5-{6-chloro-4-[cyclopentyl(methyl)amino]-1H-pyrazolo[3,4-d]pyrimidin-1-yl}-3,4-dihydroxyoxolan-2-yl]methoxy}(hydroxy)phosphoryl)methyl]phosphonic acid